[N+](=O)([O-])C=1C(=CC(=NC1)N1C(NCC1)=O)N[C@H]1C[C@H](CCC1)NC(OC(C)(C)C)=O tert-butyl ((1S,3R)-3-((5-nitro-2-(2-oxoimidazolidin-1-yl)pyridin-4-yl)amino)cyclohexyl)carbamate